N[C@@H](C(=O)N[C@H](C(=O)O)CC1=C(C=C(C=C1C)O)C)CCCNC(=O)OC(C)(C)C (S)-2-((R)-2-amino-5-((tert-butoxycarbonyl)amino)pentanamido)-3-(4-hydroxy-2,6-dimethylphenyl)propanoic acid